2-((ethylamino)methyl)benzoic acid C(C)NCC1=C(C(=O)O)C=CC=C1